5-chloro-N-(1-(4-nitrobenzyl)-1H-pyrazol-4-yl)-4-(trifluoromethyl)pyrimidin-2-amine ClC=1C(=NC(=NC1)NC=1C=NN(C1)CC1=CC=C(C=C1)[N+](=O)[O-])C(F)(F)F